C(CCCC#C)N1C(C2=CC=CC=C2C1=O)=O 2-(hex-5-yn-1-yl)isoindoline-1,3-dione